BrC1=CC(=C(C=C1)C(CN)O[Si](C)(C)C(C)(C)C)C 2-(4-Bromo-2-methyl-phenyl)-2-[tert-butyl-(dimethyl)silyl]oxy-ethylamine